2,4-dimethyl-3-cyclohexenecarboxaldehyde CC1C(CCC(=C1)C)C=O